(1-((cis)-2-((2-(2,4-dioxo-3-azabicyclo[3.1.1]heptan-1-yl)-1-oxoisoindolin-5-yl)oxy)cyclopentyl)azetidin-3-yl)-5-fluorobenzonitrile O=C1C2(CC(C(N1)=O)C2)N2C(C1=CC=C(C=C1C2)O[C@@H]2[C@@H](CCC2)N2CC(C2)C2=C(C#N)C=C(C=C2)F)=O